3-(4-((7-(2-oxa-7-azaspiro[3.5]nonan-7-yl)heptyl)thio)-1-oxoisoindolin-2-yl)piperidine-2,6-dione C1OCC12CCN(CC2)CCCCCCCSC2=C1CN(C(C1=CC=C2)=O)C2C(NC(CC2)=O)=O